ClC1=NC=C(C(=C1)C1=C(C=NC(=C1)C)C(=O)NC=1SC2=C(N1)CN(C2)C(=O)C2CCC(CC2)OC(F)(F)F)OC 2'-chloro-5'-methoxy-6-methyl-N-(5-((1r,4r)-4-(trifluoro-methoxy)cyclohexane-1-carbonyl)-5,6-dihydro-4H-pyrrolo[3,4-d]thiazol-2-yl)-[4,4'-bipyridine]-3-carboxamide